CC1=CC=C(C=N1)NC(C1=CN=CC(=C1N1CC2(CCCN2)CC1)C1=CC(=CC(=C1)F)F)=O N-(6-methyl-3-pyridyl)-4-(1,7-diaza-7-spiro[4.4]nonyl)-5-(3,5-difluorophenyl)nicotinamide